C(=O)(O)[C@@H](CCC(C)=O)NC(CCCCCCCCCCCCCCC(=O)O)=O 16-{[(1R)-1-carboxyl-4-oxopentyl]amino}-16-oxohexadecanoic acid